tert-butyl 4-(2,6-dimethylmorpholino)indoline-1-carboxylate CC1OC(CN(C1)C1=C2CCN(C2=CC=C1)C(=O)OC(C)(C)C)C